C(C)[Si](C1=CC=C(C=C1)C(=C)C1=CC=C(C=C1)[Si](OC)(CC)CC)(OC)CC 1,1-bis(4-(diethylmethoxysilyl)phenyl)ethylene